O1CC1[2H] oxirane-3-d